CN(C(=O)C=1C=CC=2C(=NOC2C(=O)O)C1)C 6-(dimethylcarbamoyl)benzo[c]isoxazole-3-carboxylic acid